C(C)OC(=O)C1=C(C=2C(=CN=CC2Cl)S1)CBr 3-(bromomethyl)-4-chlorothieno[2,3-c]pyridine-2-carboxylic acid ethyl ester